C(C1=CC=CC=C1)OC=1C(=NC=NC1OCC1=CC=CC=C1)CN1C(N(C(C1)C1=CC=C(C=C1)C#CC1=CC=C(C=C1)CNCCO)C(C)C)=O 1-((5,6-bis(benzyloxy)pyrimidin-4-yl)methyl)-4-(4-((4-(((2-hydroxyethyl)amino)methyl)phenyl)ethynyl)phenyl)-3-isopropylimidazolin-2-one